tert-butyl (5R)-5-benzyl-3-methyl-2-oxopyrrolidine-1-carboxylate C(C1=CC=CC=C1)[C@H]1CC(C(N1C(=O)OC(C)(C)C)=O)C